S1NC(C2=C1C=CC=C2)=O 1,2-Benzoisothiazolin-3-on